1-chlorododecyl isobutyrate C(C(C)C)(=O)OC(CCCCCCCCCCC)Cl